2-(3-Amino-1H-pyrazol-1-yl)-2,2-difluoro-N-methylacetamide NC1=NN(C=C1)C(C(=O)NC)(F)F